The molecule is an organic cation obtained by the protonation of the amino group of FR901469. It is an ammonium ion derivative and an organic cation. It is a conjugate acid of a FR901469. CCCCCCCCCCCCC[C@@H]1CC(=O)N[C@@H](C(=O)N[C@@H](C(=O)N[C@H](C(=O)N[C@H](C(=O)N2C[C@@H](C[C@H]2C(=O)N[C@@H](C(=O)N[C@H](C(=O)N3CC[C@@H]([C@H]3C(=O)N[C@H](C(=O)NCC(=O)N[C@@H](C(=O)N[C@H](C(=O)O1)CCC[NH3+])[C@@H](C)O)[C@@H](CC(=O)N)O)O)[C@@H](C)O)[C@@H](C)O)O)C(C)C)CC4=CC=C(C=C4)O)C)[C@@H](C)O